C(C)B(OCC)CC diethyl-(ethoxy)borane